cobalt (II) tetra(thiocyanato)cobalt (II) ammonium hydrate O.[NH4+].S(C#N)[Co-2](SC#N)(SC#N)SC#N.[Co+2]